FC(C=1C=C(C=C(C1)C(F)(F)F)C1=NN(C=N1)/C=C(/C(=O)OC(C)C)\C1=COC=C1)(F)F isopropyl (E)-3-(3-(3,5-bis-(trifluoro-methyl)phenyl)-1H-1,2,4-triazol-1-yl)-2-(furan-3-yl)-acrylate